2-((4-(6-((4-Cyano-2-fluorobenzyl)oxy)pyridin-2-yl)piperidin-1-yl)methyl)-4-((1s,3s)-3-methoxycyclobutoxy)-1-methyl-1H-benzo[d]imidazole-6-carboxylic acid C(#N)C1=CC(=C(COC2=CC=CC(=N2)C2CCN(CC2)CC2=NC3=C(N2C)C=C(C=C3OC3CC(C3)OC)C(=O)O)C=C1)F